((2-cyclopropylpyridin-4-yl)methyl)-4-(5-(difluoromethyl)-1,3,4-oxadiazol-2-yl)pyridin-2(1H)-one C1(CC1)C1=NC=CC(=C1)CN1C(C=C(C=C1)C=1OC(=NN1)C(F)F)=O